C(=C=C=O)=C=C=O pentacarbon dioxide